BrC=1C=C(C=O)C(=CC1)C 3-Bromo-6-methylbenzaldehyde